4-Amino-N-(1,3-dimethylpyrazol-4-yl)-3-methyl-N-[[6-(trifluoromethyl)imidazolo[1,2-a]pyridin-2-yl]methyl]-1,3-dihydrofurano[3,4-c]quinolin-8-carboxamide NC1=NC=2C=CC(=CC2C2=C1C(OC2)C)C(=O)N(CC=2N=C1N(C=C(C=C1)C(F)(F)F)C2)C=2C(=NN(C2)C)C